C(CCCCCCCCCCCCCCCCCCCCC)C(C(=O)O)N(CC)CC behenyl-diethylaminoacetic acid